CC1=C(C(=CC(=C1)C)CC)O 2,4-dimethyl-6-ethylphenol